COC1=CC=C(C=C1)C=1C=C2C=CC(=NC2=CC1)N1CCCCC1 1-(6-(4-Methoxyphenyl)chinolin-2-yl)piperidin